CS(=O)(=O)C1=CC=C(C=C1)CC1CC2(CN(C2)C(=O)N2C[C@H](CC2)C(=O)N)C1 (3S)-1-[6-[(4-methylsulfonylphenyl)methyl]-2-azaspiro[3.3]heptane-2-carbonyl]pyrrolidine-3-carboxamide